FC1=CC=C(C=C1)S(=O)(=O)F 4-Fluorophenylsulfonyl fluoride